F[C@H]1CN(CCC1)C1=C(C=C(C=C1)N1N=NN=C1)[N+](=O)[O-] (R)-3-fluoro-1-(2-nitro-4-(tetrazol-1-yl)phenyl)piperidine